N-(2-methoxyphenyl)-4-oxo-1H-quinoline-3-carboxamide COC1=C(C=CC=C1)NC(=O)C1=CNC2=CC=CC=C2C1=O